N4,3',5'-tribenzoyl-2'-Deoxy-2'-fluoro-2'-C-methylcytidine C(C1=CC=CC=C1)(=O)NC1=NC(N([C@H]2[C@]([C@](O)([C@@H](C(O)C(C3=CC=CC=C3)=O)O2)C(C2=CC=CC=C2)=O)(C)F)C=C1)=O